CN1C(NCC1C(=O)NC1=CC(=CC=2OCCOC21)OC2=CC=C(C=C2)C(F)(F)F)=O 3-Methyl-2-oxo-N-(7-(4-(trifluoromethyl)phenoxy)-2,3-dihydrobenzo[b][1,4]dioxin-5-yl)imidazolidine-4-carboxamide